C1(=CC=CC2=CC=CC=C12)C1=C(C(=C2C(=C(C(=C(C2=C1)O)C1=CC=CC2=CC=CC=C12)C1=CC=CC2=CC=CC=C12)C1=CC=CC2=CC=CC=C12)C1=CC=CC2=CC=CC=C12)C1=CC=CC2=CC=CC=C12 hexa-(naphthyl)naphthol